C(C)(C)(C)N(C(O)=O)CC[C@@H]1CC=2N(C3=C(C1)C=C(C=C3)Cl)C(=NN2)[C@@H]2CC[C@H](CC2)OC2=NC=CC=C2.BrC#CC2=CC=CC3=CC=CC=C23 1-bromo-2-(1-naphthyl)acetylene Tert-butyl-{(5R)-8-chloro-1-[trans-4-(pyridin-2-yloxy)cyclohexyl]-5,6-dihydro-4H-[1,2,4]triazolo[4,3-a][1]benzazepin-5-yl}ethylcarbamate